N12C[C@H](C(CC1)CC2)OC(N[C@@H]2C(CCC1=CC(=C(C=C21)F)C2=CC=C(C=C2)OCCC)(C)C)=O (S)-quinuclidin-3-yl((R)-7-fluoro-2,2-dimethyl-6-(4-propoxyphenyl)-1,2,3,4-tetrahydronaphthalen-1-yl)carbamate